Tert-Butyl 3-(2-((2-(2,6-dioxopiperidin-3-yl)-1,3-dioxoisoindolin-4-yl)amino)ethoxy)propanoate O=C1NC(CCC1N1C(C2=CC=CC(=C2C1=O)NCCOCCC(=O)OC(C)(C)C)=O)=O